(R)-1-amino-2-(1-(tert-butoxycarbonyl)piperidin-3-yl)-4-(4-((4-ethylpyridin-2-yl)carbamoyl)phenyl)-1H-imidazole-5-carboxylic acid NN1C(=NC(=C1C(=O)O)C1=CC=C(C=C1)C(NC1=NC=CC(=C1)CC)=O)[C@H]1CN(CCC1)C(=O)OC(C)(C)C